α-tributylstannyl-ethylvinylether C(CCC)[Sn](C(C)C=COC=CC(C)[Sn](CCCC)(CCCC)CCCC)(CCCC)CCCC